2-((4-((1H-Indazol-5-yl)ethynyl)-[2,4'-bipyrimidin]-2'-yl)amino)-1-(3-hydroxy-3-methylazetidin-1-yl)ethanone N1N=CC2=CC(=CC=C12)C#CC1=NC(=NC=C1)C1=NC(=NC=C1)NCC(=O)N1CC(C1)(C)O